monomethyl-δ-valerolactone CC1C(=O)OCCC1